5-amino-3-(4-bromophenyl)-1-(2-hydroxyethyl)pyrazole NC1=CC(=NN1CCO)C1=CC=C(C=C1)Br